C(C)(C)N1C(NC2=CC(=CC=C2C1=O)CN1CCN(CC1)C=1C=CC(=NC1F)C(=O)NC)=O 5-(4-((3-isopropyl-2,4-dioxo-1,2,3,4-tetrahydroquinazolin-7-yl)methyl)piperazin-1-yl)-6-fluoro-N-methylpicolinamide